ethylene dipotassium dicarbonate C(=O)([O-])OC(=O)[O-].[K+].[K+].C=C